1-[(2,6-dichlorophenyl)methyl]-1-(3-pyridinyl)hydrazinium ClC1=C(C(=CC=C1)Cl)C[NH+](N)C=1C=NC=CC1